OCC(CO)(CC)CO 2,2-bis(hydroxymethyl)-1-butanol